(S)-1-(5-((4-isobutyl-3-methylpiperazin-1-yl)methyl)pyrazolo[1,5-a]pyridin-3-yl)-5-methoxypyrimidine-2,4(1H,3H)-dione C(C(C)C)N1[C@H](CN(CC1)CC1=CC=2N(C=C1)N=CC2N2C(NC(C(=C2)OC)=O)=O)C